C(C)(C)(C)OC(N(CC1=C(C(=CC=C1N1CN(C(C2=CC(=C(C=C12)C(F)(F)F)F)=O)C=1C(=NC(=CC1)OC)Br)F)F)CCN)=O (2-aminoethyl)(6-(3-(2-bromo-6-methoxypyridin-3-yl)-6-fluoro-4-oxo-7-(trifluoro-methyl)-3,4-dihydroquinazolin-1(2H)-yl)-2,3-difluorobenzyl)-carbamic acid tert-butyl ester